N1(CCOCC1)C1=NC2=C(N=CC=C2C=C1)C1=CC=NN1C1OCCCC1 2-[morpholin-4-yl]-8-[1-(tetrahydro-2H-pyran-2-yl)-1H-pyrazol-5-yl]-1,7-naphthyridine